NC1=C(CCl)C=CC=C1 o-amino-benzyl chloride